N'-dicarboxymethylethylenediamine disodium [Na].[Na].C(=O)(O)C(NCCN)C(=O)O